5-amino-2-chloro-isonicotinic acid NC1=CN=C(C=C1C(=O)O)Cl